C(C1=CC=CC=C1)N1CC2CCC(C1)C2C2=CC=C(N)C=C2 4-(3-benzyl-3-azabicyclo[3.2.1]octan-8-yl)aniline